FC1=CC=C(C=C1)C=1N=CN(C1I)C[C@H]1OCC1 (S)-4-(4-fluorophenyl)-5-iodo-1-(oxetan-2-ylmethyl)-1H-imidazole